O=C1NC2=CC=C(C=C2C1=O)S(=O)(=O)O 2,3-dihydro-2,3-dioxo-1H-indole-5-sulfonic acid